4-(2-(hydroxymethyl)-1,4-oxazepan-4-yl)-N-(quinolin-8-yl)picolinamide OCC1OCCCN(C1)C1=CC(=NC=C1)C(=O)NC=1C=CC=C2C=CC=NC12